7-heptanal CCCCCCC=O